FC(C1=CC=C(C=N1)C1=NOC(=C1)C12CC(C1)(C2)NC(OC(C)(C)C)=O)(F)F tert-butyl (3-{3-(6-(trifluoromethyl)pyridin-3-yl)isoxazol-5-yl}bicyclo[1.1.1]pentan-1-yl)carbamate